Cl.Cl.N1C(=N[C@H]2[C@H]1CCCC2)SCC2=CSC1=NC3=CC=CC=C3CN12 3-((((3aR,7aR)-3a,4,5,6,7,7a-hexahydro-1H-benzo[d]imidazol-2-yl)thio)methyl)-5H-thiazolo[2,3-b]quinazoline dihydrochloride